N-[2-methoxy-7-(1-methyl-1H-pyrazol-4-yl)naphthalen-1-yl]prop-2-enamide COC1=C(C2=CC(=CC=C2C=C1)C=1C=NN(C1)C)NC(C=C)=O